8-(methyl-propyl-amino)-8-phenyl-1,3-diazaspiro[4.5]Decan-2-one CN(C1(CCC2(CNC(N2)=O)CC1)C1=CC=CC=C1)CCC